1-(4-(trifluoromethyl)phenyl)-2,3-dihydroquinazolin FC(C1=CC=C(C=C1)N1CNCC2=CC=CC=C12)(F)F